N-(2-(2,6-dioxopiperidin-3-yl)-1-oxoisoindolin-4-yl)-4-(1-(2-((3-(2,6-dioxopiperidin-3-yl)-2-methyl-4-oxo-3,4-dihydroquinazolin-5-yl)amino)-2-oxoethyl)-1H-1,2,3-triazol-4-yl)butanamide O=C1NC(CCC1N1C(C2=CC=CC(=C2C1)NC(CCCC=1N=NN(C1)CC(=O)NC1=C2C(N(C(=NC2=CC=C1)C)C1C(NC(CC1)=O)=O)=O)=O)=O)=O